1-(5-{[(5-Chlorothiophen-2-yl)methyl]amino}-3-(piperidin-4-yl)-1H-pyrazol-1-yl)-3-hydroxy-2,2-dimethylpropan-1-on ClC1=CC=C(S1)CNC1=CC(=NN1C(C(CO)(C)C)=O)C1CCNCC1